FC(C(=O)O)(F)F.C(#N)C1(CC1)NC(CCC(C)(C)F)=O N-(1-cyanocyclopropyl)-4-fluoro-4-methylpentanamide trifluoroacetate salt